C(C)(C)C1CCN(C1)C(=O)[O-] 4-isopropylpyrrolidine-1-carboxylate